1-thia-3a-aza-3-indancarboxylic acid S1CC(N2CC=CC=C12)C(=O)O